(hydroxymethyl)-2-methyl-1,3-oxazole-5-carboxamide OCC=1N=C(OC1C(=O)N)C